C(C)(C)(C=1OCC(N1)C(C)(C)C)C=1OCC(N1)C(C)(C)C (-)-2,2'-isopropylidenebis(4-tert-butyl-2-oxazoline)